FC(C(=O)O)(F)F.ClC1=C(C=CC=C1[C@]1(NC(N(C(C1)=O)[C@H]1C[C@H](OCC1)C)=N)C)NC(C1=C(C=CC(=C1)F)OC)=O |o1:21,23| N-(2-Chloro-3-{(4S)-2-imino-4-methyl-1-[(2R*,4R*)-2-methyl-tetrahydropyran-4-yl]-6-oxo-hexahydropyrimidin-4-yl}phenyl)-5-fluoro-2-methoxybenzamide trifluoroacetic acid salt